3-ethyl-4-{4-[4-(1-methyl-1H-pyrazol-4-yl)-1H-imidazol-1-yl]-3,3'-di(propane-2-yl)-1'H-[1,4'-bipyrazolo[3,4-b]pyridin]-1'-yl}benzamide C(C)C=1C=C(C(=O)N)C=CC1N1N=C(C2=C1N=CC=C2N2N=C(C=1C2=NC=CC1N1C=NC(=C1)C=1C=NN(C1)C)C(C)C)C(C)C